Octyl ((S)-(((2R,3S,5R)-5-(6-amino-2-fluoro-9H-purin-9-yl)-2-ethynyl-3-(((hexyloxy)carbonyl)oxy) tetrahydrofuran-2-yl)methoxy)(phenoxy)phosphoryl)-L-phenylalaninate NC1=C2N=CN(C2=NC(=N1)F)[C@H]1C[C@@H]([C@@](O1)(C#C)CO[P@](=O)(OC1=CC=CC=C1)N[C@@H](CC1=CC=CC=C1)C(=O)OCCCCCCCC)OC(=O)OCCCCCC